FC(N1C(=NC(=C1)C=1C=C2CC[C@]3(CN(CC3)C([C@H](C)C3=CC(=NC=C3F)OC)=O)NC2=NC1C)C)F (2R)-1-{(2S)-6-[1-(difluoromethyl)-2-methyl-1H-imidazol-4-yl]-7-methyl-3,4-dihydro-1H-spiro[1,8-naphthyridine-2,3'-pyrrolidin]-1'-yl}-2-(5-fluoro-2-methoxypyridin-4-yl)propan-1-one